C(#N)C1=CNC2=C(C=CC=C12)NS(=O)(=O)C1=CN=C(S1)OC N-(3-cyano-1H-indol-7-yl)-2-methoxy-1,3-thiazole-5-sulfonamide